C(#N)C=1C=C(C=C(C1)OC)C1=CC(=NO1)C(=O)OCC Ethyl 5-(3-cyano-5-methoxyphenyl)isoxazole-3-carboxylate